ClC1=CC=C(C=C1)C[C@@H](C(=O)N[C@H](CO)C[C@H]1C(NCC1)=O)NC(OC(C(F)(F)C1=CC(=CC=C1)Cl)C1=CC=CC=C1)=O 2-(3-chlorophenyl)-2,2-difluoro-1-phenylethyl ((S)-3-(4-chlorophenyl)-1-(((S)-1-hydroxy-3-((S)-2-oxopyrrolidin-3-yl)propan-2-yl)amino)-1-oxopropan-2-yl)carbamate